(2R,3R,4R,5R)-2-(4-aminopyrrolo[2,1-f][1,2,4]triazin-7-yl)-2-cyano-5-(((isopropoxycarbonyl)oxy)methyl)tetrahydrofuran-3,4-diyl diisopropyl bis(carbonate) C(O[C@H]1[C@](O[C@@H]([C@H]1OC(OC(C)C)=O)COC(=O)OC(C)C)(C#N)C1=CC=C2C(=NC=NN21)N)(OC(C)C)=O